1H-pyrazol-5-yltetrahydrofuran-3-yltert-butylcarbamate N1N=CC=C1OC(N(C(C)(C)C)C1COCC1)=O